((2R,3R,4R,5R)-5-(2-amino-6-(methylamino)-9H-purin-9-yl)-4-fluoro-4-methyl-3-(propionyloxy)tetrahydrofuran-2-yl)methyl 3-methylbutanoate CC(CC(=O)OC[C@H]1O[C@H]([C@]([C@@H]1OC(CC)=O)(C)F)N1C2=NC(=NC(=C2N=C1)NC)N)C